N-{3-[1-(4-chloro-phenyl)-5-(4-trifluoromethyl-phenyl)-1,3-dihydro-isobenzofuran-1-yl]-propyl}-N-methyl-glycine ClC1=CC=C(C=C1)C1(OCC2=CC(=CC=C12)C1=CC=C(C=C1)C(F)(F)F)CCCN(CC(=O)O)C